1-(4-(chloromethyl)benzyl)-4-(2-fluoro-4-(trifluoromethyl)phenyl)piperazine ClCC1=CC=C(CN2CCN(CC2)C2=C(C=C(C=C2)C(F)(F)F)F)C=C1